2-bromo-1-(pyrrolidin-1-yl)ethanone BrCC(=O)N1CCCC1